FC=1C=C2C(=NNC2=CC1OCCOC)C1=CC(=NO1)C1=CC=C(C=C1)C(=O)N1[C@@H](CN(CC1)C1COC1)C 5-Fluoro-6-(2-methoxyethoxy)-3-(3-{4-[(2R)-2-methyl-4-(oxetan-3-yl)piperazin-1-carbonyl]phenyl}-1,2-oxazol-5-yl)-1H-indazol